C(C)OC(=O)C1=C(C(=NN1C)C(CBr)=O)Br 4-bromo-3-(2-bromoacetyl)-1-methyl-1H-pyrazole-5-carboxylic acid ethyl ester